OC1=C(C=NC2=C3C(=CC=C12)C=CC=C3)C(C(F)(F)F)=O 4-hydroxy-3-(2,2,2-trifluoroethan-1-one-1-yl)benzo[h]quinoline